C[N]CC methyl-ethyl-nitrogen